C(C)(C)(C)C1=NC=C(C=N1)C=1N=C2SC[C@@H](CN2C(C1C#N)=O)CF (3S)-8-(2-tert-butylpyrimidin-5-yl)-3-(fluoromethyl)-6-oxo-2H,3H,4H,6H-pyrimido[2,1-b][1,3]thiazine-7-carbonitrile